COC1=CC=C(N=N1)\C=N\C(COC[Sn](CCCC)(CCCC)CCCC)C (E)-1-(6-methoxypyridazin-3-yl)-N-(1-((tributylstannyl)methoxy)propan-2-yl)methanimine